2-(4-chloro-3-fluorophenoxy)-N-((3S,6S)-4,4-difluoro-6-(5-(3-cis-(trifluoromethoxy)cyclobutyl)-1,3,4-oxadiazol-2-yl)tetrahydro-2H-pyran-3-yl)acetamide ClC1=C(C=C(OCC(=O)N[C@H]2CO[C@@H](CC2(F)F)C=2OC(=NN2)C2(CCC2)OC(F)(F)F)C=C1)F